FC=1C=C2C=CNC(C2=CC1F)=O 6,7-difluoro-1-oxo-1,2-dihydroisoquinolin